N1N=CC(=C1)C1=CNC2=C(C=CC=C12)NC(C(CN)C1=CC=C(C=C1)CO)=O N-(3-(1H-pyrazol-4-yl)-1H-indol-7-yl)-3-amino-2-(4-(hydroxymethyl)phenyl)propanamide